5-(1-Methyl-ethyl)-2-pyridinamine CC(C)C=1C=CC(=NC1)N